4-[4-(diphenylmethyl)-1-piperazinyl]-3-[[[[(1S)-1-phenylethyl]amino]carbonyl]amino]-benzamide C1(=CC=CC=C1)C(N1CCN(CC1)C1=C(C=C(C(=O)N)C=C1)NC(=O)N[C@@H](C)C1=CC=CC=C1)C1=CC=CC=C1